4,7-Dichloro-2-(trichloromethyl)-1H-benzimidazole ClC1=CC=C(C=2NC(=NC21)C(Cl)(Cl)Cl)Cl